2-(difluoromethoxy)-5-(4-methoxy-5-(methoxymethoxy)benzofuran-2-yl)-7-methylquinoxaline FC(OC1=NC2=CC(=CC(=C2N=C1)C=1OC2=C(C1)C(=C(C=C2)OCOC)OC)C)F